3-[4-(3-fluorosulfonyloxyphenyl)imidazol-1-yl]-2,6-dioxo-piperidine FS(=O)(=O)OC=1C=C(C=CC1)C=1N=CN(C1)C1C(NC(CC1)=O)=O